CC(=C(C(=O)N)C)CCCC dimethylheptenamide